C(C)C1=C(C=CC(=C1)N1CCNCC1)NC1=NC=C(C(=N1)NCCCN1CCOCCC1=O)C(F)(F)F 4-(3-((2-((2-ethyl-4-(piperazin-1-yl)phenyl)amino)-5-(trifluoromethyl)pyrimidin-4-yl)amino)propyl)-1,4-oxazepan-5-one